COC(C1=NC=CC(=C1)NC(=O)NC1=CC(=NC=C1)Cl)=O 4-(3-(2-Chloropyridin-4-yl)ureido)picolinic acid methyl ester